ClC1=NC(=NC=C1F)NC(=O)C1[C@H](C1)C1=NC=CC(=N1)C (7S,2S)-N-(4-chloro-5-fluoropyrimidin-2-yl)-2-(4-methylpyrimidin-2-yl)cyclopropane-1-carboxamide